CNC1=C(C=CC=C1)CC=C N-methyl-2-(2-propen-1-yl)benzeneamine